F[C@@H]1CN(CC[C@H]1C1=CC=C2C(=NN(C2=C1)C)C1C(NC(CC1)=O)=O)CC1CCNCC1 3-[6-[(3S,4S)-3-fluoro-1-(4-piperidylmethyl)-4-piperidyl]-1-methyl-indazol-3-yl]piperidine-2,6-dione